N-(cyclopropylsulfonyl)-4-fluorobenzo[d]thiazole-6-carboxamide C1(CC1)S(=O)(=O)NC(=O)C1=CC2=C(N=CS2)C(=C1)F